C(C)OC(CC1CC2(C1)CCN(CC2)C(=O)OC(C)(C)C)=O Tert-butyl 2-(2-ethoxy-2-oxoethyl)-7-azaspiro[3.5]nonane-7-carboxylate